(2s,4s)-4-methanesulfonyloxy-1-tritylpyrrolidine-2-carboxylic acid methyl ester COC(=O)[C@H]1N(C[C@H](C1)OS(=O)(=O)C)C(C1=CC=CC=C1)(C1=CC=CC=C1)C1=CC=CC=C1